C(C)OC(=O)C=1C(C=C2N(C(CC=3C=C(C(=NC23)OC)OCCCOC)(C)C(C)C)C1)=O 6-isopropyl-2-methoxy-3-(3-methoxypropoxy)-6-methyl-10-oxo-5,10-dihydro-6H-pyrido[1,2-H][1,7]Naphthyridine-9-carboxylic acid ethyl ester